(R)-6-(3-aminopiperidin-1-yl)-1-(3-(5-methyl-1H-imidazol-1-yl)propyl)-3-(4-nitrobenzyl)pyrimidine-2,4(1H,3H)-dione N[C@H]1CN(CCC1)C1=CC(N(C(N1CCCN1C=NC=C1C)=O)CC1=CC=C(C=C1)[N+](=O)[O-])=O